C(=O)(OC(C)(C)C)N1CCC(CC1)C(=O)NCOC 1-Boc-4-[(methoxy)methylaminoformyl]piperidine